2-(4-(6-((5-methoxy-7-methyl-1H-indol-4-yl)methyl)-6-azaspiro[2.5]octan-5-yl)phenyl)propan-2-ol COC=1C(=C2C=CNC2=C(C1)C)CN1C(CC2(CC2)CC1)C1=CC=C(C=C1)C(C)(C)O